C(C)(C)C1=C2C=C(N=CC2=C(C=C1)N1[C@@H]([C@H](C1)CS(=O)(=O)C)C)NC1=NC(=NC=C1)[C@@H]1CO[C@@H](C1)C(F)(F)F 5-isopropyl-8-((2R,3S)-2-methyl-3-((methanesulfonyl)methyl)azetidin-1-yl)-N-(2-((3R,5S)-5-(trifluoromethyl)tetrahydrofuran-3-yl)pyrimidin-4-yl)isoquinolin-3-amine